COC1=C2CNCC2=CC=C1 4-methoxy-2,3-dihydro-1H-isoindole